5-methyl-2-{[(1S)-1-{4-[4-(piperazin-1-yl)tetrahydro-2H-pyran-4-yl]phenyl}ethyl]amino}-8-(propan-2-yl)pyrido[2,3-d]pyrimidin-7(8H)-one CC1=CC(N(C=2N=C(N=CC21)N[C@@H](C)C2=CC=C(C=C2)C2(CCOCC2)N2CCNCC2)C(C)C)=O